NC/C(/COC1=CC=C(C=C1)S(=O)(=O)CC1CCN(CC1)C(=O)C1(CC1)C(F)(F)F)=C\F (E)-(4-(((4-((2-(aminomethyl)-3-fluoroallyl)oxy)phenyl)sulfonyl)methyl)piperidin-1-yl)(1-(trifluoromethyl)cyclopropyl)methanone